benzimidazole ammonium salt [NH4+].N1=CNC2=C1C=CC=C2